ClC1=C(C(=CC=2N(C(=NC21)C)C)OC)C2=CC=CN1C(=CC=C21)C(=O)C2=CC(=C(C(=C2)F)NC(\C=C\CNC2CCC(CC2)OC)=O)F (E)-N-(4-(8-(4-chloro-6-methoxy-1,2-dimethyl-1H-benzo[d]imidazol-5-yl)indolizine-3-carbonyl)-2,6-difluorophenyl)-4-(((1r,4r)-4-methoxycyclohexyl)amino)but-2-enamide